3-Bromo-2-(((1R*,3R*)-3-(2-((tert-butyldiphenylsilyl)oxy)ethyl)cyclohexyl)oxy)-6-methylpyridine BrC=1C(=NC(=CC1)C)O[C@H]1C[C@H](CCC1)CCO[Si](C1=CC=CC=C1)(C1=CC=CC=C1)C(C)(C)C |o1:9,11|